C(C)OC1=NC=CC(=N1)C1=CC=2C=NC(=CC2N1)NC(=O)C=1C=NN(C1C)CCO N-(2-(2-ethoxypyrimidin-4-yl)-1H-pyrrolo[3,2-c]pyridin-6-yl)-1-(2-hydroxyethyl)-5-methyl-1H-pyrazole-4-carboxamide